N-(3-(4-(4-cyanophenyl)piperidine-1-carbonyl)-1-methyl-1H-pyrazol-5-yl)-6-(isobutylamino)nicotinamide C(#N)C1=CC=C(C=C1)C1CCN(CC1)C(=O)C1=NN(C(=C1)NC(C1=CN=C(C=C1)NCC(C)C)=O)C